ClC=1C=C2C(=NC(N3C2=C(C1C1=CC(=CC(=C1)F)Cl)SCC3)=O)N3[C@H](CN(CC3)C(\C=C\C(F)F)=O)C (S,E)-9-chloro-10-(3-chloro-5-fluorophenyl)-7-(4-(4,4-difluorobut-2-enoyl)-2-methylpiperazin-1-yl)-2,3-dihydro-5H-[1,4]thiazino[2,3,4-ij]quinazolin-5-one